6-((2S,5R)-4-(bis(4-fluorophenyl)methyl)-5-ethyl-2-methylpiperazin-1-yl)-2-chloro-9H-purine FC1=CC=C(C=C1)C(N1C[C@@H](N(C[C@H]1CC)C1=C2N=CNC2=NC(=N1)Cl)C)C1=CC=C(C=C1)F